Methyl (2S)-3-amino-2-(9H-fluoren-9-ylmethoxycarbonylamino)propanoate NC[C@@H](C(=O)OC)NC(=O)OCC1C2=CC=CC=C2C=2C=CC=CC12